(5-methyl-3-thienyl)ethanol CC1=CC(=CS1)C(C)O